C1[C@@H]([C@H]2[C@@H](C3=NC4=C(N=CN=C4N3[C@@H]1O2)N)OP(=O)(O)O)O The molecule is an organic heterotetracyclic compound obtained by intramolecular formation of a C-C bond between positions 8 and 5' of dAMP. It has a role as a Mycoplasma genitalium metabolite. It is a N-glycosyl compound, a bridged compound, an aromatic amine, an organic heterotetracyclic compound, a phosphate monoester and a secondary alcohol. It derives from a 2'-deoxyadenosine 5'-monophosphate.